The molecule is a HEPE(1-) that is the conjugate base of 15(S)-HEPE, arising from deprotonation of the carboxylic acid group; major species at pH 7.3. It is a HEPE(1-) and a long-chain fatty acid anion. It is a conjugate base of a 15(S)-HEPE. It is an enantiomer of a 15(R)-HEPE(1-). CC/C=C\\C[C@@H](/C=C/C=C\\C/C=C\\C/C=C\\CCCC(=O)[O-])O